CN1N=CC(=C1)C=1C=C(C=2N(C1)N=CC2C#N)C=2C=NC(=CC2)N2CCN(CC2)CC2=C(C=CC=C2)S(=O)(=O)C 6-(1-methyl-1H-pyrazol-4-yl)-4-(6-(4-(2-(methylsulfonyl)benzyl)piperazin-1-yl)pyridin-3-yl)pyrazolo[1,5-a]pyridine-3-carbonitrile